(R)-5-((4-(tert-butoxycarbonyl)morpholin-2-yl)methoxy)-2-fluoro-3-(5-methylthiazol-2-yl)benzoic acid lithium [Li].C(C)(C)(C)OC(=O)N1C[C@@H](OCC1)COC=1C=C(C(=C(C(=O)O)C1)F)C=1SC(=CN1)C